N-(3-(6-(diethylamino)-1H-benzimidazol-2-yl)-1H-indazol-4-yl)acrylamide dimethyl-(2E)-2-phenyl-2-butenedioate COC(\C(=C\C(=O)OC)\C1=CC=CC=C1)=O.C(C)N(C=1C=CC2=C(NC(=N2)C2=NNC3=CC=CC(=C23)NC(C=C)=O)C1)CC